C(C)OC(=O)C1CCC=2N(C3=CC=CC=C3C2C1)C1=C(C=CC=C1)Cl.ClCC(=O)NC1=CC=C(C=C1)C(F)(F)F 2-chloro-N-(4-(trifluoromethyl)phenyl)acetamide ethyl-9-(2-chlorophenyl)-2,3,4,9-tetrahydro-1H-carbazole-3-carboxylate